C1(=CC=CC=C1)C=1OC2=C(C1[Se]C1=CC=C(C=C1)Cl)C=CC=C2 2-phenyl-3-(4-chlorophenylseleno)benzofuran